C(C=C)(=O)NC=1C=C(C=CC1N1CCSCC1)NC1=NC=2N(C(=N1)C1=CN(C3=CC=CC=C13)C)N=CC2 2-(3-acrylamido-4-thiomorpholinophenylamino)-4-(1-methylindol-3-yl)pyrazolo[1,5-a][1,3,5]triazine